CC(CCC(C=1N=NNN1)NC1=CC=CC2=CC=CC=C12)(C)C [4,4-dimethyl-1-(2H-tetraazol-5-yl)pentyl]-1-naphthylamine